FC=1C=C2C=C(NC2=CC1OCC=1N=COC1)CNC(=O)N1CCCC1 N-((5-fluoro-6-(oxazol-4-ylmethoxy)-1H-indol-2-yl)methyl)pyrrolidine-1-carboxamide